OC(C)(C)C1=NN=C(O1)NC(=O)C1=NC=NC(=C1)C1=CC(=C(C=C1)Cl)Cl 6-(3,4-dichloro-phenyl)-pyrimidine-4-carboxylic acid [5-(1-hydroxy-1-methyl-ethyl)-[1,3,4]oxadiazol-2-yl]-amide